O1C(=CC=C1)CCCC(C(=C)C)=O 6-(2-furyl)-2-methyl-1-hexen-3-one